C12(CC3CC(CC(C1)C3)C2)C=2C(=C(C=C(C2)C(C)(C)C)[Li])OC2OCCCC2 (3-(1-adamantanyl)-5-(tert-butyl)-2-((tetrahydro-2H-pyran-2-yl)oxy)phenyl)lithium